4-((3-(4-(((1S,4S)-4-(2-oxa-6-azaspiro[3.3]heptan-6-yl)cyclohexyl)amino)-1-(2,2,2-trifluoroethyl)-1H-indol-2-yl)prop-2-yn-1-yl)amino)-3-methoxy-N,N-dimethylbenzene-sulfonamide C1OCC12CN(C2)C2CCC(CC2)NC2=C1C=C(N(C1=CC=C2)CC(F)(F)F)C#CCNC2=C(C=C(C=C2)S(=O)(=O)N(C)C)OC